Ethyl (R)-4-(benzyloxy)-3-oxopentanoate C(C1=CC=CC=C1)O[C@@H](C(CC(=O)OCC)=O)C